C12CN(CC(CC1)N2)C=2SC1=C(N2)C=C(C(=C1)C(=O)NC=1C(N(C=CC1)C)=O)OC(C)C.[F].[Ge] germanium fluorine 2-(3,8-diazabicyclo[3.2.1]octan-3-yl)-5-isopropoxy-N-(1-methyl-2-oxo-1,2-dihydropyridin-3-yl)benzo[d]thiazole-6-carboxamide